NCC(CC(=O)O)C1=CC=CC=C1 4-amino-3-phenylbutyric acid